p-benzene-diol C1(=CC=C(C=C1)O)O